1-[(4-chloro-1-methoxy-5-isoquinolinyl)sulfonyl]-2,3-dihydropyrrolo[3,2-b]pyridine-6-carbonitrile ClC1=CN=C(C2=CC=CC(=C12)S(=O)(=O)N1CCC2=NC=C(C=C21)C#N)OC